C1(CC1)OC1=C(C=C(C(=C1)C(F)(F)F)OC)C1=CCCN(C1)C(=O)O 5-(2-Cyclopropoxy-5-methoxy-4-(trifluoromethyl)phenyl)-3,6-dihydropyridine-1(2H)-carboxylic acid